Cl.BrC=1C=C(C[C@@H]2NCC[C@@H]2NC(OCC2=CC=CC=C2)=O)C=CC1 Benzyl ((2S,3S)-2-(3-bromobenzyl)pyrrolidin-3-yl)carbamate hydrochloride